C(C=C)C1N(C(=CCC1)S(=O)(=O)C)C1=NC(=CC=C1)C(C)(C)O 2-allyl-1-(6-(2-hydroxyprop-2-yl)pyridin-2-yl)-6-(methylsulfonyl)-1,2-dihydro-3H-pyridine